4-(2-hydroxyphenyl)-1,3-dioxan OC1=C(C=CC=C1)C1OCOCC1